[Cl-].[Cl-].C1(C=CC=C1)[Zr+2]C1C=CC2=CC=CC=C12 cyclopentadienyl-indenyl-zirconium dichloride